lithium 2-trifluoromethyl-4,5-dicyano-imidazole FC(C=1NC(=C(N1)C#N)C#N)(F)F.[Li]